OC1=C(C=CC(=C1)C(C)C)N1N=C2C=3[C@@H](N(CCC13)C(=O)OC(C)(C)C)CNCCO2 |r| tert-butyl (rac)-2-(2-hydroxy-4-isopropylphenyl)-2,3,4,5a,6,7,8,9-octahydro-5H-10-oxa-1,2,5,7-tetraazacycloocta[cd]indene-5-carboxylate